8-([(2R)-2-hydroxy-3-(8-oxa-3-azabicyclo[3.2.1]oct-3-yl)propyl]oxy)-7-methoxy-2,3-dihydroimidazo[1,2-c]quinazolin-5-ylamine O[C@@H](COC=1C=CC=2C=3N(C(=NC2C1OC)N)CCN3)CN3CC1CCC(C3)O1